CN(C=1C=CC=NC1)C(=O)N1CCC(CC1)C(=O)C1=CC=C2C=NN(C2=C1)C 5-{Methyl-[4-(1-methyl-1H-indazol-6-carbonyl)-piperidin-1-carbonyl]-amino}-pyridin